COC1=C(C=CC=C1)P(CCP(C1=CC=CC=C1)C1=C(C=CC=C1)OC)C1=CC=CC=C1 1,2-bis[(2-methoxyphenyl)phenylphosphino]ethane